dibutyltin copper dilaurate C(CCCCCCCCCCC)(=O)[O-].C(CCCCCCCCCCC)(=O)[O-].[Cu+2].C(CCC)[Sn+2]CCCC